4-((1-isopropylpiperidin-4-yl)amino)-6-methoxy-7-(2-methoxyethoxy)quinazoline-2-carbonitrile C(C)(C)N1CCC(CC1)NC1=NC(=NC2=CC(=C(C=C12)OC)OCCOC)C#N